C(C)O[SiH2]C(CC(C(N)C)CN)(C)[SiH2]OCC 2-(2,2-diethoxysilylpropyl)-methyl-1,3-propanediamine